methanesulfonamide Trifluoroacetate FC(C(=O)O)(F)F.CS(=O)(=O)N